(2R,3S)-2-(2,4-difluorophenyl)-3-(5-fluoropyrimidin-4-yl)-1-(1H-1,2,4-triazole-1-yl)-2-butanol FC1=C(C=CC(=C1)F)[C@@](CN1N=CN=C1)([C@@H](C)C1=NC=NC=C1F)O